ClC=1C=C(C=CC1)S(=O)(=O)N1CCC2(C[C@H](CO2)NC[C@@H](COC=2C=C(C=CC2)S(=O)(=O)N)O)CC1 3-((S)-3-((R)-8-(3-chlorophenylsulfonyl)-1-oxa-8-azaspiro[4.5]decan-3-ylamino)-2-hydroxypropoxy)benzenesulfonamide